N-(4-amino-2-tetrahydropyran-2-yl-pyrazolo[3,4-c]pyridin-7-yl)-2-oxo-2-[rac-(2S,5R)-2,5-diethyl-1-piperidyl]acetamide NC=1C=2C(C(=NC1)NC(C(N1[C@H](CC[C@H](C1)CC)CC)=O)=O)=NN(C2)C2OCCCC2 |r|